(S)-5-(2-(3-cyclopropoxy-4-(difluoromethoxy)phenyl)-2-(6-(2-hydroxypropan-2-yl)pyridin-3-yl)ethyl)pyridin-2(1H)-one C1(CC1)OC=1C=C(C=CC1OC(F)F)[C@H](CC=1C=CC(NC1)=O)C=1C=NC(=CC1)C(C)(C)O